ethyl (3S)-3-[(2S)-2-{[(tert-butoxy)carbonyl]amino}-4-methylpentanamido]-3-{4,4'-difluoro-2',5,6'-trimethyl-[1,1'-biphenyl]-3-yl}propanoate C(C)(C)(C)OC(=O)N[C@H](C(=O)N[C@@H](CC(=O)OCC)C=1C=C(C=C(C1F)C)C1=C(C=C(C=C1C)F)C)CC(C)C